3-ethyl-3-methyl-2-phenyl-pent-4-enal C(C)C(C(C=O)C1=CC=CC=C1)(C=C)C